C1(CC1)C1=CC=C(C=N1)C=1C(N(C=C2C=CC(=NC12)OCC)C=1C=C2C=CC=NC2=CC1)=O 8-(6-Cyclopropylpyridin-3-yl)-2-ethoxy-6-(quinolin-6-yl)-1,6-naphthyridin-7(6H)-one